acryloyl-oxyethyl-methyl-dimethoxysilane C(C=C)(=O)OCC[Si](OC)(OC)C